(4-(1-methyl-4-(trifluoromethyl)-1H-imidazol-2-yl)benzyl)-4-(4-(trifluoromethyl)pyridin-3-yl)-2,6,7,8-tetrahydropyrazolo[3,4,5-de]quinazoline CN1C(=NC(=C1)C(F)(F)F)C1=CC=C(CN2N=C3C4=C2N=C(N=C4CCC3)C=3C=NC=CC3C(F)(F)F)C=C1